(R)-8-(1-aminoethyl)-2-(4,4-dimethylpiperidin-1-yl)-6-methyl-4H-chromen-4-one N[C@H](C)C=1C=C(C=C2C(C=C(OC12)N1CCC(CC1)(C)C)=O)C